N-(2-(3,3-difluoropyrrolidin-1-yl)-4-phenyl-pyridin-3-yl)-6-isoprop-ylnicotinamide FC1(CN(CC1)C1=NC=CC(=C1NC(C1=CN=C(C=C1)C(C)C)=O)C1=CC=CC=C1)F